4-((3-methyloxetan-3-yl)sulfonyl)-2-(6-azaspiro[2.5]octan-6-yl)benzoic acid CC1(COC1)S(=O)(=O)C1=CC(=C(C(=O)O)C=C1)N1CCC2(CC2)CC1